2-(2-oxobenzo[d]oxazol-3(2H)-yl)-N-((5-(thiophen-3-yl)pyridin-3-yl)methyl)acetamide O=C1OC2=C(N1CC(=O)NCC=1C=NC=C(C1)C1=CSC=C1)C=CC=C2